C12CNCC(N1C1=C3C(N(C(C3=C(C(=C1F)F)F)=O)C1C(NC(CC1)=O)=O)=O)C2 4-(3,6-diazabicyclo[3.1.1]heptan-6-yl)-2-(2,6-dioxopiperidin-3-yl)-5,6,7-trifluoroisoindoline-1,3-dione